C(C)(C)(C)O[C@H](C(=O)OCC)C1=C(C2=C(N=C(S2)C=2C=C3C(=NC2)N(C=C3C3CCNCC3)C)C=C1C)C1=CC=C(C=C1)Cl ethyl (S)-2-(tert-butoxy)-2-(7-(4-chlorophenyl)-5-methyl-2-(1-methyl-3-(piperidin-4-yl)-1H-pyrrolo[2,3-b]pyridin-5-yl)benzo[d]thiazol-6-yl)acetate